C(C1=CC=CC=C1)S(=O)(=O)C1=NC=2N(C(N(C(C2N1C)=O)C)=O)C 8-(benzylsulfonyl)-1,3,7-trimethyl-1H-purine-2,6(3H,7H)-dione